[Al].[O].C1(=CC=CC=C1)O phenol oxygen aluminum